n-methyl-4-(1-methyl-1,2,3,6-tetrahydropyridin-4-yl)aniline methyl-3-(((1-ethyl-1H-imidazol-5-yl)methyl)amino)-5-methoxy-4-nitrobenzoate COC(C1=CC(=C(C(=C1)OC)[N+](=O)[O-])NCC1=CN=CN1CC)=O.CNC1=CC=C(C=C1)C=1CCN(CC1)C